S1C=NC2=C1C=CC=C2C=2C(=CC(=C(C2)NC(=O)C2=CNC(C=C2C(F)(F)F)=O)N2C[C@H](N([C@H](C2)C)C)C)F N-[5-(1,3-benzothiazol-4-yl)-4-fluoro-2-[(3R,5S)-3,4,5-trimethylpiperazin-1-yl]phenyl]-6-oxo-4-(trifluoromethyl)-1H-pyridine-3-carboxamide